(4-propenoyl-3-(cyanomethyl)piperazin-1-yl)-7-(2-amino-6-fluorophenyl)-6-chloro-1-(2-isopropyl-4-methylpyridin-3-yl)-2-oxo-1,2-dihydro-1,8-naphthyridine-3-carbonitrile C(C=C)(=O)N1C(CN(CC1)C1=C(C(N(C2=NC(=C(C=C12)Cl)C1=C(C=CC=C1F)N)C=1C(=NC=CC1C)C(C)C)=O)C#N)CC#N